dimethylaminoethyl-methacrylamide CN(C)CCC=C(C(=O)N)C